ClC=1C=C2C(=C(NC2=CC1)C(=O)NCCCNS(=O)(=O)C1=CC=CC=C1)S(=O)(=O)C1=CC(=CC(=C1)C)C 5-chloro-3-((3,5-dimethylphenyl)sulfonyl)-N-(3-(phenylsulfonamido)propyl)-1H-indole-2-carboxamide